IC1=C(C2=C(N(C(=N2)C)C)C=C1C(F)(F)F)OC 5-iodo-4-methoxy-1,2-dimethyl-6-(trifluoromethyl)-1H-benzo[d]imidazole